3-chloro-2-hydroxy-propane sodium [Na].ClCC(C)O